4-aminophenoxy-2,5-di-tert-butyl-aniline NC1=CC=C(ONC2=C(C=CC(=C2)C(C)(C)C)C(C)(C)C)C=C1